N-formyl-2-azocanone C(=O)N1C(CCCCCC1)=O